CC(C)(C)[S@](=O)N[C@@H](C)C=1SC(=CN1)C (S)-2-methyl-N-((S)-1-(5-methylthiazol-2-yl)ethyl)propane-2-sulfinamide